4-Benzyloxy-2-chloro-1,6-naphthyridine C(C1=CC=CC=C1)OC1=CC(=NC2=CC=NC=C12)Cl